2-(4-Benzylpiperazin-1-yl)-1,3-benzothiazole C(C1=CC=CC=C1)N1CCN(CC1)C=1SC2=C(N1)C=CC=C2